Cl.C(#N)C=1N=C(OC1C(C(=O)N)CCCCN(C)C)C1=C(C(=CC(=C1)Cl)Cl)Cl (4-cyano-2-(2,3,5-trichlorophenyl)oxazol-5-yl)-6-(dimethylamino)hexanamide hydrochloride